COC1=CC=C(C=C1)CN1C=2C(C(CC1)=O)=NN(C2C(=O)O)C2=CC=C(C=C2)OC2=CC=CC=C2 4-[(4-methoxyphenyl)methyl]-7-oxo-2-(4-phenoxyphenyl)-4,5,6,7-tetrahydro-2H-pyrazolo[4,3-b]pyridine-3-carboxylic acid